(E)-5-(2-fluorostyryl)-2-isopropylpyridin-3-yl dihydrogen phosphate P(=O)(OC=1C(=NC=C(C1)\C=C\C1=C(C=CC=C1)F)C(C)C)(O)O